(1S,2S)-2-methyl-N-[5-[2-methyl-4-[[(2R)-1-methylazetidin-2-yl]methoxy]pyrazol-3-yl]pyrazolo[1,5-a]pyridin-2-yl]cyclopropanecarboxamide C[C@@H]1[C@H](C1)C(=O)NC1=NN2C(C=C(C=C2)C=2N(N=CC2OC[C@@H]2N(CC2)C)C)=C1